2-ethyl-5-(3-fluoro-1-(1-methylpiperidin-4-yl)-1H-pyrazol-4-yl)-3-(3-fluorophenyl)-1-tosyl-1H-pyrrolo[2,3-b]pyridine C(C)C1=C(C=2C(=NC=C(C2)C=2C(=NN(C2)C2CCN(CC2)C)F)N1S(=O)(=O)C1=CC=C(C)C=C1)C1=CC(=CC=C1)F